5-methylcytidine 5'-triphosphate P(O)(=O)(OP(=O)(O)OP(=O)(O)O)OC[C@@H]1[C@H]([C@H]([C@@H](O1)N1C(=O)N=C(N)C(=C1)C)O)O